1-(3-((R)-3-aminopyrrolidin-1-yl)phenyl)-N-(3-fluoro-4-(4-morpholino-7H-pyrrolo[2,3-d]pyrimidin-6-yl)phenyl)ethane-1-sulfonamide N[C@H]1CN(CC1)C=1C=C(C=CC1)C(C)S(=O)(=O)NC1=CC(=C(C=C1)C1=CC2=C(N=CN=C2N2CCOCC2)N1)F